erucyl oleate (erucyl oleate) C(CCCCCCCCCCC\C=C/CCCCCCCC)C(C(=O)O)CCCCCC\C=C/CCCCCCCC.C(CCCCCCC\C=C/CCCCCCCC)(=O)OCCCCCCCCCCCC\C=C/CCCCCCCC